(4-(2-fluoro-4-methoxybenzoyl)piperidin-1-yl)-3-nitrobenzonitrile FC1=C(C(=O)C2CCN(CC2)C2=C(C#N)C=CC=C2[N+](=O)[O-])C=CC(=C1)OC